(R)-(Z)-2-fluoro-3-((3-methyl-7-(methylsulfanyl)-1,1-dioxido-5-phenyl-3-propyl-2,3,4,5-tetrahydro-1,5-benzothiazepin-8-yl)oxy)acrylic acid F\C(\C(=O)O)=C/OC1=CC2=C(N(C[C@](CS2(=O)=O)(CCC)C)C2=CC=CC=C2)C=C1SC